FC1=CC(=CC=2N(C(=NC21)[C@@H](C(F)(F)F)NC(=O)NC=2C=NC(=NC2)N2CC(C2)O)C)F (S)-1-(1-(4,6-difluoro-1-methyl-1H-benzo[d]imidazol-2-yl)-2,2,2-trifluoroethyl)-3-(2-(3-hydroxyazetidin-1-yl)pyrimidin-5-yl)urea